C(C)(C)(C)C=1C=C(C=C(C1)C(C)(C)C)NC1=CC(=CC(=C1)C(C)(C)C)C(C)(C)C bis(3,5-di-tert-butylphenyl)amine